ClC=1C(=C(C=CC1)S(=O)(=O)N1[C@@H](C[C@@](CC1)(C(=O)O)CC1=NC(=CC=C1F)NC1=NNC(=C1)C)CC)F (2R,4R)-1-((3-chloro-2-fluoro-phenyl)sulfonyl)-2-ethyl-4-((3-fluoro-6-((5-methyl-1H-pyrazol-3-yl)amino)pyridin-2-yl)methyl)piperidine-4-carboxylic acid